CC=1N=CC2=CC(=C(C=C2C1)O)C=1N=NC(=CC1)N(C1CC(NC(C1)(C)C)(C)C)C 3-methyl-7-(6-(methyl(2,2,6,6-tetramethyl-piperidin-4-yl)amino)-pyridazin-3-yl)isoquinolin-6-ol